(2S,6R)-4-(7-chlorothieno[3,2-b]pyridin-5-yl)-2-(1-cyclopropyl-1H-pyrazol-4-yl)-6-methylmorpholine ClC1=C2C(=NC(=C1)N1C[C@@H](O[C@@H](C1)C)C=1C=NN(C1)C1CC1)C=CS2